(4-cyanophenyl)-N-(2-(4-methylpiperazin-1-yl)ethyl)-5-(2-nitrophenyl)oxazole-4-carboxamide C(#N)C1=CC=C(C=C1)C=1OC(=C(N1)C(=O)NCCN1CCN(CC1)C)C1=C(C=CC=C1)[N+](=O)[O-]